bis(3,5-di-tert-butyl-4-hydroxybenzoyl)hydrazine C(C)(C)(C)C=1C=C(C(=O)NNC(C2=CC(=C(C(=C2)C(C)(C)C)O)C(C)(C)C)=O)C=C(C1O)C(C)(C)C